COC1=C2C(=NC=C1)NC(=C2C=2C=CC(=C(C2)NC(C=C)=O)C)C2=CC=C(C=C2)CN2CCN(CC2)C N-(5-(4-methoxy-2-(4-((4-methylpiperazin-1-yl)methyl)phenyl)-1H-pyrrolo[2,3-b]pyridin-3-yl)-2-methylphenyl)acrylamide